4-(2-((4-fluorophenyl)ethynyl)-4-nitrophenyl)pyridine FC1=CC=C(C=C1)C#CC1=C(C=CC(=C1)[N+](=O)[O-])C1=CC=NC=C1